lanthanum lanthanum sulfate S(=O)(=O)([O-])[O-].[La+3].[La+3].S(=O)(=O)([O-])[O-].S(=O)(=O)([O-])[O-]